ClC1=CC=C(C=C1)C1=NN(C[C@@H]1C1=CC=CC=C1)\C(\N=C(N)N)=N/S(=O)(=O)N1CCC(CC1)(F)F (E)-2-((Z)-((S)-3-(4-chlorophenyl)-4-phenyl-4,5-dihydro-1H-pyrazol-1-yl)(((4,4-difluoropiperidin-1-yl)sulfonyl)imino)methyl)guanidine